N-((6-(2-(thiazol-4-yl)ethyl)-5-(trifluoromethoxy)-1H-indol-2-yl)methyl)pyrrolidine-1-carboxamide S1C=NC(=C1)CCC1=C(C=C2C=C(NC2=C1)CNC(=O)N1CCCC1)OC(F)(F)F